tert-butyl (1-(4-(2-chloro-3-fluoropyridin-4-yl)-1,2,5-thiadiazol-3-yl)ethyl)(methyl)carbamate ClC1=NC=CC(=C1F)C=1C(=NSN1)C(C)N(C(OC(C)(C)C)=O)C